C1(CC1)N1CCN(CC1)C1CCN(CC1)C1=NC(=C(C=C1NC(C=C)=O)NC1=NC=NC(=C1)N1OCC[C@@H]1C1=C(C(=CC=C1)C(F)(F)F)F)OC (R)-N-(2-(4-(4-cyclopropylpiperazin-1-yl)piperidin-1-yl)-5-((6-(3-(2-fluoro-3-(trifluoromethyl)phenyl)isoxazolidin-2-yl)pyrimidin-4-yl)amino)-6-methoxypyridin-3-yl)acrylamide